5-Fluoro-2H-spiro[benzofuran-3,1'-cyclopropane]-6-carboxylic acid methyl ester COC(=O)C1=CC2=C(C=C1F)C1(CC1)CO2